7-(8-ethyl-7-fluoronaphthalen-1-yl)-8-fluoro-2-((tetrahydro-1H-pyrrolizin-7a(5H)-yl)methoxy)pyrido[4,3-d]pyrimidin-4-amine C(C)C=1C(=CC=C2C=CC=C(C12)C1=C(C=2N=C(N=C(C2C=N1)N)OCC12CCCN2CCC1)F)F